4-fluoro-5-methyl-2-(4-{[(3R)-1-methylpiperidin-3-yl]amino}pyrido[3,4-d]pyridazin-1-yl)phenol FC1=CC(=C(C=C1C)O)C1=C2C(=C(N=N1)N[C@H]1CN(CCC1)C)C=NC=C2